O=C1NC(CCC1N1C(C2=CC=CC(=C2C1=O)CNC(=O)C=1OC=CC1)=O)=O N-{(2-(2,6-dioxo(3-piperidinyl))-1,3-dioxoisoindolin-4-yl)methyl}-2-furancarboxamide